2-chloro-5,8-dihydro-6H-pyrano[3,4-b]pyridine ClC1=CC=C2C(=N1)COCC2